C1(CCCC1)N1N=C(C=C1C1=C(C=CC=C1)C(F)(F)F)C(=O)N[C@H](CC(=O)O)CCN1C2CC(CC1CC2)(F)F (3S)-3-({1-cyclopentyl-5-[2-(trifluoromethyl)phenyl]-1H-pyrazol-3-yl}formamido)-5-{3,3-difluoro-8-azabicyclo[3.2.1]octan-8-yl}pentanoic acid